[1-[4-[methyl(tetrahydropyran-4-yl)amino]-5-oxido-6,7-dihydro-thieno[3,2-d]pyrimidin-5-ium-2-yl]azetidin-3-yl] 2,6-dimethylpyridine-4-carboxylate CC1=NC(=CC(=C1)C(=O)OC1CN(C1)C=1N=C(C2=C(N1)CC[S+]2[O-])N(C2CCOCC2)C)C